methyl 2-[4-(5-amino-4-cyano-1-isopropylpyrazol-3-yl)phenyl]propanoate NC1=C(C(=NN1C(C)C)C1=CC=C(C=C1)C(C(=O)OC)C)C#N